(R)-N'-((1,2,3,5,6,7-hexahydro-s-indacen-4-yl)carbamoyl)-2-((R)-2-hydroxy-1-(2-methoxyethoxy)propan-2-yl)thiazole-5-sulfonimidamide C1CCC2=C(C=3CCCC3C=C12)NC(=O)N=[S@](=O)(N)C1=CN=C(S1)[C@](COCCOC)(C)O